Propyl Gallate C(C1=CC(O)=C(O)C(O)=C1)(=O)OCCC